CN(C1=CC=C2C=NN(C2=C1NS(=O)(=O)C=1C=NN(C1)C1=CC(=NC=C1)C(F)(F)F)C)C N-(6-(DIMETHYLAMINO)-1-METHYL-1H-INDAZOL-7-YL)-1-(2-(TRIFLUOROMETHYL)PYRIDIN-4-YL)-1H-PYRAZOLE-4-SULFONAMIDE